ClC1=CC(=C(C(=O)O)C=C1)N=NCl 4-chloro-2-(chlorodiazenyl)benzoic acid